FC(C1(CC1)CCC(=O)OCC)(F)F ethyl 3-(1-(trifluoromethyl)cyclopropyl)propanoate